C(C)(=O)C1=NC=2N(C=C1)N=CC2NC(=O)[C@H]2CCN(C1(CC1)C2)C(=O)C2=NNC(=C2)C2=CC(=NC=C2F)OC (7S)-N-[5-acetylpyrazolo[1,5-a]pyrimidin-3-yl]-4-[5-(5-fluoro-2-methoxypyridin-4-yl)-1H-pyrazole-3-carbonyl]-4-azaspiro[2.5]octane-7-carboxamide